2-methyl-N-phenyl-5-vinyl-4,5-dihydrofuran-3-carboxamide CC=1OC(CC1C(=O)NC1=CC=CC=C1)C=C